C(#N)[C@@H](C(=O)NC=1C=CC(=NC1)C=1N=NN(C1NC(O[C@H](C)C=1C(=NC=CC1)Cl)=O)C)C (R)-1-(2-chloropyridin-3-yl)ethyl (4-(5-((S)-2-cyano-propanamido) pyridin-2-yl)-1-methyl-1H-1,2,3-triazol-5-yl)carbamate